tert-butyl (1S,4S)-5-[4-[3-chloro-4-(1-cyanocyclopropyl)anilino]pyrido[3,2-d]pyrimidin-6-yl]-2,5-diazabicyclo[2.2.1]heptane-2-carboxylate ClC=1C=C(NC=2C3=C(N=CN2)C=CC(=N3)N3[C@@H]2CN([C@H](C3)C2)C(=O)OC(C)(C)C)C=CC1C1(CC1)C#N